3-(5-((7-((2-isopropyl-5-methylcyclohexyl)oxy)heptyl)amino)-2-methyl-4-oxoquinazolin-3(4H)-yl)piperidine-2,6-dione C(C)(C)C1C(CC(CC1)C)OCCCCCCCNC1=C2C(N(C(=NC2=CC=C1)C)C1C(NC(CC1)=O)=O)=O